rac-benzyl ((2S,3S,4R)-2,3-dimethyl-6-morpholino-1,2,3,4-tetrahydroquinolin-4-yl)carbamate C[C@@H]1NC2=CC=C(C=C2[C@@H]([C@H]1C)NC(OCC1=CC=CC=C1)=O)N1CCOCC1 |r|